allyloxy-5-oxopentanoic acid C(C=C)OC(C(=O)O)CCC=O